1-(4-fluorophenyl)-trans-1-butene FC1=CC=C(C=C1)\C=C\CC